methyl (4-(1-(1-(5-bromopyridin-2-yl)-2-(1-methyl-1H-pyrazol-3-yl)ethyl)-1H-pyrazol-4-yl)phenyl)carbamate BrC=1C=CC(=NC1)C(CC1=NN(C=C1)C)N1N=CC(=C1)C1=CC=C(C=C1)NC(OC)=O